CC1=NN=C(O1)NC(O[C@H]1[C@H](NC[C@@H]1O)CC1=CC=C(C=C1)OC)=O (2R,3S,4S)-4-hydroxy-2-[(4-methoxyphenyl)methyl]pyrrolidin-3-yl N-(5-methyl-1,3,4-oxadiazol-2-yl)carbamate